Cl.Cl.Cl.Cl.[Cu].C=1(C(=CC(=C(C1)N)N)N)N 1,2,4,5-benzenetetramine copper tetrahydrochloride salt